C[C@H](C(=O)O)O (R)-(-)-lactate